(S)-2-phenylpropan-1-amine C1(=CC=CC=C1)[C@@H](CN)C